4-chloro-N-(3-(imidazo[4,5-d]pyrrolo[2,3-b]pyridin-1(6H)-yl)bicyclo[1.1.1]pentan-1-yl)benzenesulfonamide ClC1=CC=C(C=C1)S(=O)(=O)NC12CC(C1)(C2)N2C=NC=1C2=C2C(=NC1)NC=C2